C1(CC1)[C@]1(C(N(C[C@H]1C)C1=NC(=CC2=C1SC=N2)C=2C=NN(C2)C2CC(C2)OC)=O)C#N (3R,4S)-3-cyclopropyl-1-[6-[1-(3-methoxycyclobutyl)pyrazol-4-yl]-[1,3]thiazolo[5,4-c]pyridin-4-yl]-4-methyl-2-oxopyrrolidine-3-carbonitrile